N-(ethyl-2,2,2-d3)-5-(4-((5-fluoro-2-methyl-3-oxo-4H-quinoxalin-6-yl)methyl)Piperazin-1-yl)-6-methylpyridine-2-carboxamide C(C([2H])([2H])[2H])NC(=O)C1=NC(=C(C=C1)N1CCN(CC1)CC=1C(=C2NC(C(=NC2=CC1)C)=O)F)C